[Si](C)(C)(C(C)(C)C)OCCN1N=C(C(=C1)[N+](=O)[O-])[N+](=O)[O-] 1-(2-((tert-butyldimethylsilyl)oxy)ethyl)-3,4-dinitro-1H-pyrazole